O1CCN(CC1)C(CCC(=O)O)C=O 4-morpholino-5-oxopentanoic acid